CNC=1C2=C(N=CN1)N(C=C2)[C@H]2[C@@H]([C@@H]([C@H](C2)CSCCCNCCC2=CC=CC=C2)O)O (1R,2S,3R,5S)-3-(4-(methylamino)-7H-pyrrolo[2,3-d]pyrimidin-7-yl)-5-(((3-(phenethylamino)propyl)thio)methyl)cyclopentane-1,2-diol